1-(5-carboxypentyl)-3,3-dimethyl-2-((1E,3E)-3-(1,3,3-trimethylindolin-2-ylidene)prop-1-en-1-yl)-3H-indol-1-ium chloride [Cl-].C(=O)(O)CCCCC[N+]1=C(C(C2=CC=CC=C12)(C)C)\C=C\C=C/1\N(C2=CC=CC=C2C1(C)C)C